ClC=1C=C(C(=O)NCC2=C3C=NNC3=CC=C2C2CC2)C=CC1C(F)(F)F 3-chloro-N-((5-cyclopropyl-1H-indazol-4-yl)methyl)-4-(trifluoro-methyl)benzamide